4-amino-3-[6-(2-chlorophenyl)pyridine-3-ylazo]naphthalene NC1=C(C=CC2=CC=CC=C12)N=NC=1C=NC(=CC1)C1=C(C=CC=C1)Cl